6-(5-Chloropyridin-3-yl)-N2,N4-bis((R)-1-cyclopropylethyl)-1,3,5-triazine-2,4-diamine ClC=1C=C(C=NC1)C1=NC(=NC(=N1)N[C@H](C)C1CC1)N[C@H](C)C1CC1